C(C)(C)(C)NS(=O)(=O)C=1C=C(C=CC1)NC(C1=C(N=C(C=C1)N1CC(C1)C#N)N1CCC2(CC2)CC1)=O N-(3-(N-(tert-butyl)sulfamoyl)phenyl)-6-(3-cyanoazetidin-1-yl)-2-(6-azaspiro[2.5]octan-6-yl)nicotinamide